(3-Ethylbicyclo[1.1.1]pent-1-yl)carbamic acid tert-butyl ester C(C)(C)(C)OC(NC12CC(C1)(C2)CC)=O